C1(CC1)C1=CC(=NN1C(=O)OC(C)(C)C)NC(C(C)C=1C=NN(C1)C=1N=C(SC1)C(F)F)=O tert-butyl 5-cyclopropyl-3-[2-{1-[2-(difluoromethyl)-1,3-thiazol-4-yl]-1H-pyrazol-4-yl}propanamido]-1H-pyrazole-1-carboxylate